N-(3-bromo-2,6-difluorophenyl)trimethylacetamide BrC=1C(=C(C(=CC1)F)NC(C(C)(C)C)=O)F